methanesulfonyloxy methylphosphonate CP(OOS(=O)(=O)C)([O-])=O